ClC1=NC=CC(=C1F)C=1C(=NN(N1)CC)C(C)N(C(OC(C)(C)C)=O)C tert-butyl (1-(5-(2-chloro-3-fluoropyridin-4-yl)-2-ethyl-2H-1,2,3-triazol-4-yl)ethyl)(methyl)carbamate